ClCC(CSC1=CC=CC=C1)O 1-chloro-3-(phenylthio)-2-propanol